C(C1=CC=CC=C1)N1C(C(CC1)O)CO 1-benzyl-2-(hydroxymethyl)pyrrolidin-3-ol